(5-(1-(1-ethylpiperidin-2-yl)ethoxy)-1-oxoisoindolin-2-yl)piperidine-2,6-dione C(C)N1C(CCCC1)C(C)OC=1C=C2CN(C(C2=CC1)=O)N1C(CCCC1=O)=O